6-hydroxy-4-(4-hydroxy-3-methoxyphenyl)-5-methylchroman-2-one OC=1C(=C2C(CC(OC2=CC1)=O)C1=CC(=C(C=C1)O)OC)C